(3-acetylphenyl)boronic acid C(C)(=O)C=1C=C(C=CC1)B(O)O